(1-(adamantan-1-ylmethyl)-5-methyl-1H-pyrazol-4-yl)-1-(6-(benzo[d]thiazol-2-ylamino)pyridazin-3-yl)-1H-benzo[d]imidazole-4-carboxylic acid C12(CC3CC(CC(C1)C3)C2)CN2N=CC(=C2C)C2=NC3=C(N2C=2N=NC(=CC2)NC=2SC1=C(N2)C=CC=C1)C=CC=C3C(=O)O